OC1([C@H](CN(C[C@H]1C)C1=CC(=NC(=N1)C)NC(C1=NC(=CC=C1)C=1C=NN(C1)C)=O)C)C N-(6-((3S,4r,5R)-4-hydroxy-3,4,5-trimethylpiperidin-1-yl)-2-methylpyrimidin-4-yl)-6-(1-methyl-1H-pyrazol-4-yl)picolinamide